3-((S)-1-hydroxyethyl)-N-((R)-5-(5-(methoxymethyl)-1,2,4-oxadiazol-3-yl)-2,3-dihydro-1H-inden-1-yl)benzamide O[C@@H](C)C=1C=C(C(=O)N[C@@H]2CCC3=CC(=CC=C23)C2=NOC(=N2)COC)C=CC1